COC1=C(C(=CC2=C1C1=CC=C(C(C=C1[C@H](CC2)NC(=O)NC)=O)C(=O)OC)OC)OC methyl (S)-1,2,3-trimethoxy-7-(3-methylureido)-9-oxo-5,6,7,9-tetrahydrobenzo[a]heptalen-10-carboxylate